OC(C(=O)OC)C12CC(C1)(C2)N2C(N1[C@@H](CN(CC1)C(=O)OCCCC)C2)=O butyl (8aR)-2-(3-(1-hydroxy-2-methoxy-2-oxoethyl)bicyclo[1.1.1]pentan-1-yl)-3-oxohexahydroimidazo[1,5-a]pyrazine-7(1H)-carboxylate